C(C)OC(CCC(=O)C1=NC(=CC(=C1O)Br)C1=C(C=CC(=C1)C)Cl)=O 4-[4-bromo-6-(2-chloro-5-methyl-phenyl)-3-hydroxy-pyridin-2-yl]-4-oxo-butyric acid ethyl ester